(((((2R,3S,4R,5R)-5-(4-((S)-2-amino-3-(4-fluorophenyl)propanamido)pyrrolo[2,1-f][1,2,4]triazin-7-yl)-5-cyano-3,4-dihydroxytetrahydrofuran-2-yl)methoxy)carbonyl)oxy)methyl acetate C(C)(=O)OCOC(=O)OC[C@H]1O[C@@]([C@@H]([C@@H]1O)O)(C#N)C1=CC=C2C(=NC=NN21)NC([C@H](CC2=CC=C(C=C2)F)N)=O